CN1N=NC2=C1C=CC(=C2C)C(C(C(=O)O)(C)C)C2=CC(=C(C=C2)C)CN2C[C@H](OC1=CC=3C=CC=NC3C=C1C2)CC 3-(1,4-Dimethyl-1H-benzo[d][1,2,3]triazol-5-yl)-3-(3-(((R)-2-ethyl-2,3-dihydro-[1,4]oxazepino[7,6-g]quinolin-4(5H)-yl)methyl)-4-methylphenyl)-2,2-dimethylpropionic acid